4-bromo-5-(5-bromofuran-2-yl)-1-phenyl-1H-pyrazole BrC=1C=NN(C1C=1OC(=CC1)Br)C1=CC=CC=C1